C/C(/C(C)=O)=C(\C(C(C)(C)C)C)/C (e)-3,4,5,6,6-pentamethylhept-3-en-2-one